N1-(3,4-bis(2-methoxyethyl)phenyl)cyclohexane-1,4-diamine COCCC=1C=C(C=CC1CCOC)NC1CCC(CC1)N